C(=O)=C1NC2=CC=C(C=C2N=C1)C(=O)OC methyl 2-carbonyl-1,2-dihydroquinoxaline-6-carboxylate